NC=1C=C(C(=NC1C1CCOCC1)C=1C=NN(C1)C(=O)OC(C)(C)C)C tert-butyl 4-(5-amino-3-methyl-6-(tetrahydro-2H-pyran-4-yl) pyridin-2-yl)-1H-pyrazole-1-carboxylate